4-[[5-(methoxycarbonyl)-1,2-oxazol-3-yl]methyl]piperidine-1-carboxylic acid tert-butyl ester C(C)(C)(C)OC(=O)N1CCC(CC1)CC1=NOC(=C1)C(=O)OC